O=C1NC(CCC1C=1C=C(C(=NC1)N1CCC(CC1)(O)CC(=O)O)F)=O 2-[1-[5-(2,6-Dioxo-3-piperidinyl)-3-fluoro-2-pyridinyl]-4-hydroxy-4-piperidinyl]acetic acid